rac-(3S)-6-(2,5-Dimethylpyrazol-3-yl)-3-methyl-2,3,4,5-tetrahydropyridine CN1N=C(C=C1C=1CC[C@@H](CN1)C)C |r|